C1(CCC1)CNCC=1C=CC=2N(C1)C=C(N2)CN2N=NC(=C2)C=2C=C1C(=NC2)NC=C1 (cyclobutylmethyl)({2-[(4-{1H-pyrrolo[2,3-b]pyridin-5-yl}-1H-1,2,3-triazol-1-yl)methyl]imidazo[1,2-a]pyridin-6-yl}methyl)amine